NC1=NC2=CC(=CC=C2C=C1Cl)CN(C(=O)C=1C=C2C(=NC1)CCOC2)C2=C(C=C(C=C2)F)S(=O)(=O)C N-[(2-amino-3-chloroquinolin-7-yl)methyl]-N-(4-fluoro-2-methanesulfonylphenyl)-5H,7H,8H-pyrano[4,3-b]pyridine-3-carboxamide